4-(cyanomethylpiperidin-1-yl)imidazo[4,5-d]pyrrolo[2,3-b]pyridin-6(1H)-carboxylate C(#N)CC1N(CCCC1)C1=C2C(=C3C(=N1)N(C=C3)C(=O)[O-])NC=N2